S1C=CC2=C1C=1NC=3C4=C(C=5C(C3C1S2)=NSN5)C5=C(N4)C4=C(S5)C=CS4 12,13-dihydro-[1,2,5]thiadiazolo[3,4-e]thieno[2'',3'':4',5']thieno[2',3':4,5]pyrrolo[3,2-g]thieno[2',3':4,5]thieno[3,2-b]indole